ClC1=CC=C2C(=N1)C(=CN2)NC2=NC1=C(N2)C=CC(=C1)C=1CCOCC1 N-(5-chloro-1H-pyrrolo[3,2-b]pyridin-3-yl)-5-(3,6-dihydro-2H-pyran-4-yl)-1H-benzo[d]imidazol-2-amine